4,4,4-trifluoro-3-methylbutan-1-ol FC(C(CCO)C)(F)F